2-fluoro-4-methylenehex-2-ene FC(C)=CC(CC)=C